tert-butyl 4-[(6-{3-[(1R)-6-chloro-1-hydroxy-2,3-dihydro-1H-indene-4-sulfonamido]-2,6-difluorophenyl}-8-hydroxyquinazolin-2-yl)amino]piperidine-1-carboxylate ClC=1C=C(C=2CC[C@H](C2C1)O)S(=O)(=O)NC=1C(=C(C(=CC1)F)C=1C=C2C=NC(=NC2=C(C1)O)NC1CCN(CC1)C(=O)OC(C)(C)C)F